(1r,4r)-methyl 4-((tosyloxy)methyl)cyclohexanecarboxylate S(=O)(=O)(C1=CC=C(C)C=C1)OCC1CCC(CC1)C(=O)OC